(3S,4R)-4-((5-fluoro-4-(8-fluoro-4-isopropyl-3,4-dihydro-2H-benzo[b][1,4]oxazin-6-yl)pyrimidin-2-yl)amino)tetrahydro-2H-pyran-3-ol FC=1C(=NC(=NC1)N[C@H]1[C@@H](COCC1)O)C1=CC2=C(OCCN2C(C)C)C(=C1)F